NCCNCCC[Si](OC)(OC)OC N-(2-aminoethyl)3-aminopropyl-trimethyloxysilane